[Si](C)(C)(C(C)(C)C)NS(=O)(=O)C1=C(N=C(S1)C(C)(C)O)CO[Si](C)(C)C(C)(C)C N-(tert-butyldimethylsilyl)-4-((tert-butyldimethylsilyloxy)methyl)-2-(2-hydroxy-prop-2-yl)thiazole-5-sulfonamide